CNC(=O)C1CC(C1)C#CC1=NC=CC=C1 N-methyl-3-[2-(2-pyridinyl)ethynyl]cyclobutanecarboxamide